bis(3,3-dicarboxyphenyl)ethane C(=O)(O)C1(CC(=CC=C1)C(C)C=1CC(C=CC1)(C(=O)O)C(=O)O)C(=O)O